C1(CC1)CN1CC[C@]23CCN(CC[C@]2([C@H]1CC1=CC=C(C=C13)OC)O)CCCC1=NC=CC=C1 (5aS,6R,11bS)-14-(cyclopropylmethyl)-10-methoxy-3-(3-(pyridin-2-yl)propyl)-2,3,4,5,6,7-hexahydro-6,11b-(epiminoethano)naphtho[1,2-d]azepin-5a(1H)-ol